C(#N)N1C[C@H](CC1)C(=O)NC=1N=CC2=CC=C(C=C2C1)C=1C(=NOC1C)C (S)-1-cyano-N-(6-(3,5-dimethylisoxazol-4-yl)isoquinolin-3-yl)pyrrolidine-3-carboxamide